(S)-2-amino-2-(4-hydroxyphenyl)acetic acid N[C@H](C(=O)O)C1=CC=C(C=C1)O